C(#N)C=1C(=C(C=CC1)C(C)NC1=NN=C(C2=CC(=C(C=C12)NC)C(=O)O)C)C 1-((1-(3-cyano-2-methylphenyl)ethyl)amino)-4-methyl-7-(methylamino)phthalazine-6-carboxylic acid